(2-methoxy-5-methyl-4-(4-(4-methylpiperazin-1-yl)piperidin-1-yl)phenyl)pyrimidine-4,6-diamine COC1=C(C=C(C(=C1)N1CCC(CC1)N1CCN(CC1)C)C)C1=NC(=CC(=N1)N)N